N-(2-((2-(dimethylamino)ethyl)(methyl)amino)-5-((5-fluoro-4-(1-(5-fluoro-4-(1H-indol-3-yl)pyrimidin-2-yl)-1H-indol-3-yl)pyrimidin-2-yl)amino)phenyl)acetamide CN(CCN(C1=C(C=C(C=C1)NC1=NC=C(C(=N1)C1=CN(C2=CC=CC=C12)C1=NC=C(C(=N1)C1=CNC2=CC=CC=C12)F)F)NC(C)=O)C)C